FC=1C(=NC(=NC1)NC1CCNCC1)C=1C=C(C=CC1)N1C(OCCC1)=O 3-(3-(5-fluoro-2-(piperidin-4-ylamino)pyrimidin-4-yl)phenyl)-1,3-oxazinan-2-one